C(C)N[C@@H]1C2=C(S[C@H](C1)C)SC=C2 (4S,6S)-4-Ethylamino-6-methyl-5,6-dihydro-4H-thieno[2,3-b]thiopyran